chromium(III) acetylacetate C(C)(=O)CC(=O)[O-].[Cr+3].C(C)(=O)CC(=O)[O-].C(C)(=O)CC(=O)[O-]